tert-Butoxycarbonyl-N-(6-dimethylphosphoryl-4-methoxy-3-pyridinyl)carbamic acid tert-butyl ester C(C)(C)(C)OC(N(C=1C=NC(=CC1OC)P(=O)(C)C)C(=O)OC(C)(C)C)=O